N-(1-ethynylcyclopropyl)-2-fluoro-5-nitrobenzamide C(#C)C1(CC1)NC(C1=C(C=CC(=C1)[N+](=O)[O-])F)=O